FC=1C=C2C=3C(=NNC(C3C1)=O)[C@@H]([C@H](N2)C2=CC=C(C=C2)F)C2=NC=NN2C (8S,9R)-5-fluoro-8-(4-fluorophenyl)-2,7,8,9-tetrahydro-9-(1-methyl-1H-1,2,4-triazol-5-yl)-3H-pyrido[4,3,2-de]phthalazin-3-one